methyl 3-(((3-(3,3-difluorobutyl)-5-(3,3-difluorocyclobutyl)-2-methyl-1,1-dioxido-7-(trifluoromethyl)-2,3,4,5-tetrahydrobenzo[f][1,2,5]thiadiazepin-8-yl)oxy)methyl)picolinate FC(CCC1N(S(C2=C(N(C1)C1CC(C1)(F)F)C=C(C(=C2)OCC=2C(=NC=CC2)C(=O)OC)C(F)(F)F)(=O)=O)C)(C)F